C(C=C)(=O)OCCCCCCOC1=CC=C(C=C1)C1=CC=C(C=C1)C(=O)O 4'-((6-(acryloyloxy)hexyl)oxy)-[1,1'-biphenyl]-4-carboxylic acid